CC1(CC1)S(=O)(=O)NC(C=C)=O N-((1-methylcyclopropyl)sulfonyl)acrylamide